C(C=1C(O)=CC=CC1)(=O)NC1=NNC=N1 (N-salicyloyl)amino-1,2,4-triazole